C(=C\\C(=O)O)\\C=C(/C(=O)[O-])\\[O-] The molecule is a dicarboxylic acid dianion comprising cis,cis-muconate substituted at C-2 by a hydroxy group. It is a conjugate base of a (2E,4Z)-2-hydroxymuconic acid.